3-(3,5-di-tert-butyl-4-hydroxyphenyl)butyryl chloride C(C)(C)(C)C=1C=C(C=C(C1O)C(C)(C)C)C(CC(=O)Cl)C